FC1=CC(=C(C=C1)C1=CNC(C2=CC(=CC=C12)OC)=O)C 4-(4-fluoro-2-methylphenyl)-7-methoxyisoquinolin-1(2H)-one